S(=S)(=O)([O-])[O-].[Cu+].FC(C1=CC=C(C=C1)F)(F)C1=NC(=NC=C1)N1CCNCC1.[Cu+] (difluoro(4-fluorophenyl)methyl)-2-(piperazin-1-yl)pyrimidine copper(I) Thiosulfate